BrC1=CC=CC=2N(C(NC21)=O)C2CCC(CC2)C(=O)NC=2C=NC(=C(C2)Cl)OC 4-(4-bromo-2-oxo-2,3-dihydro-1H-1,3-benzodiazol-1-yl)-N-(5-chloro-6-methoxypyridin-3-yl)cyclohexane-1-carboxamide